CC1=C(C(=C(C1([Hf](C1(C=CC2=CC=3CC(CC3C=C12)(C)C)CCCCCCC)(C)C)C)C)C)C Pentamethylcyclopentadienyl-dimethyl-(1-n-heptyl-6,6-dimethyl-1,5,6,7-tetrahydro-s-indacenyl)hafnium